6-(1,1-Dimethylpent-4-enylamino)-3-nitro-5-(trifluoromethyl)pyridine-2-carboxylic acid CC(CCC=C)(C)NC1=C(C=C(C(=N1)C(=O)O)[N+](=O)[O-])C(F)(F)F